N1C(CCC1)CNC1CCCCC1 N-(pyrrolidin-2-ylmethyl)cyclohexanamine